(3-((3-chloro-5-fluorophenyl)fluoromethyl)bicyclo[1.1.1]-pentan-1-yl)(5-(3,5-difluoro-phenyl)-4,5-dihydro-1H-pyrazol-1-yl)methanone ClC=1C=C(C=C(C1)F)C(C12CC(C1)(C2)C(=O)N2N=CCC2C2=CC(=CC(=C2)F)F)F